4-(2-chloropyrrolo[2,1-f][1,2,4]triazin-7-yl)phenol ClC1=NN2C(C=N1)=CC=C2C2=CC=C(C=C2)O